1-methyl-N-(2-oxo-2-(4-(5-(trifluoromethyl)-1,2,4-oxadiazol-3-yl)phenyl)ethyl)-1H-pyrazole-4-carboxamide CN1N=CC(=C1)C(=O)NCC(C1=CC=C(C=C1)C1=NOC(=N1)C(F)(F)F)=O